ClC1=C(C2=C(C=N1)C=NN2)OC 6-Chloro-7-methoxy-1H-pyrazolo[4,3-c]pyridine